5-(4-(4-oxopent-2-enoyl)piperazin-1-yl)isoquinoline O=C(C=CC(=O)N1CCN(CC1)C1=C2C=CN=CC2=CC=C1)C